[Cl-].C(CC)[N+](C)(C)CC(CO)O propyl-2,3-dihydroxypropyl-dimethyl-ammonium chloride